8-cyclopropyl-2-(4-((5-cyclopropyl-3-(3,5-dichloropyridin-4-yl)isoxazol-4-yl)methoxy)bicyclo[2.2.2]oct-1-yl)quinoline-5-carboxylic acid methyl ester COC(=O)C=1C=2C=CC(=NC2C(=CC1)C1CC1)C12CCC(CC1)(CC2)OCC=2C(=NOC2C2CC2)C2=C(C=NC=C2Cl)Cl